N[C@@H](CCC(=O)O)C(N)=O alpha-glutamine